C(C1=C(C=CC=C1)N(C([O-])=S)C1=C(C(=CC=C1)CCC)CCC)C1=C(C=CC=C1)N(C([O-])=S)C1=C(C(=CC=C1)CCC)CCC methylenediphenylene-bis(dipropylphenyl thiocarbamate)